N-(10-(2,6-Dimethoxyphenyl)-7-(dimethylamino)-5-(3-((2-ethoxy-2-oxoethyl)thio)propyl)-5-methyldibenzo[b,e]silin-3(5H)-ylidene)-N-methylmethanaminium COC1=C(C(=CC=C1)OC)C1=C2C([Si](C3=C1C=CC(=C3)N(C)C)(C)CCCSCC(=O)OCC)=CC(C=C2)=[N+](C)C